OCCOC(C(=C)C)=O.C(C=C)C=C(C(=O)O)C (allyl methacrylate) 2-hydroxyethyl-methacrylate